Cl.NCC1CCC(CC1)N1C(C2=CC=C(C=C2C1)Cl)=O 2-[(1r,4r)-4-(aminomethyl)cyclohexyl]-5-chloro-2,3-dihydro-1H-isoindol-1-one, hydrochloride salt